(2S,3S)-ethyl 3-((2-(2-chloro-5H-pyrrolo[2,3-b]pyrazin-7-yl)-7-(1,3-difluoropropan-2-yl)-7H-pyrrolo[2,3-d]pyrimidin-4-yl)amino)bicyclo[2.2.2]octane-2-carboxylate ClC=1N=C2C(=NC1)NC=C2C=2N=C(C1=C(N2)N(C=C1)C(CF)CF)N[C@@H]1[C@H](C2CCC1CC2)C(=O)OCC